2-propyl-α-oxo-4-(phenylmethoxy)-1H-indole-3-acetamide C(CC)C=1NC2=CC=CC(=C2C1C(C(=O)N)=O)OCC1=CC=CC=C1